(2S)-1-(5,6-dimethylpyrido[4,3-b]carbazol-9-yl)oxy-N-propyl-propan-2-amine CC1=C2C(=CC=3C=4C=C(C=CC4N(C13)C)OC[C@H](C)NCCC)C=NC=C2